C(=O)O.FC1=C2C=C(N=NC2=CC(=C1)C=1C=C(C=2C(N1)=CN(N2)C)OC)C2CCNCC2 5-Fluoro-7-(7-methoxy-2-methyl-2H-pyrazolo[4,3-b]pyridin-5-yl)-3-(piperidin-4-yl)cinnoline formate salt